tert-butyl 2-[1-[4-amino-2-(difluoromethyl)phenyl]-4-hydroxy-4-piperidyl]acetate NC1=CC(=C(C=C1)N1CCC(CC1)(O)CC(=O)OC(C)(C)C)C(F)F